ClC1=CC=C(C=C1)N1C(N(C(C1)(C)C)CC1=CC(=C(OC(C(=O)O)(C)C)C(=C1)C)C)=O 2-(4-((3-(4-chlorophenyl)-5,5-dimethyl-2-oxoimidazolin-1-yl)methyl)-2,6-dimethylphenoxy)-2-methylpropanoic acid